4-chlorophenyl-7-(tert-butyl)pyrazolo-[3,4-d]pyrimidine ClC1=CC=C(C=C1)C1=NN=C2N(C=NC=C21)C(C)(C)C